[Gd+3].C(C)OC(\C=C/C(=O)[O-])=O.C(\C=C/C(=O)[O-])(=O)OCC.C(\C=C/C(=O)[O-])(=O)OCC maleic acid monoethyl ester gadolinium salt